BrCC=1C=CC(=C(O[C@H](C(=O)OC)C)C1)Cl (S)-Methyl 2-(5-(bromomethyl)-2-chlorophenoxy)propanoate